3-methoxy-6-(4-methoxybenzyl)-2-(3-((tetrahydro-2H-pyran-2-yl)oxy)propoxy)-6,7-dihydro-5H-pyrrolo[3,4-b]pyridine COC=1C=C2C(=NC1OCCCOC1OCCCC1)CN(C2)CC2=CC=C(C=C2)OC